(Z)-3,7-dimethylocta-3,6-dien-1-ol C/C(/CCO)=C/CC=C(C)C